FC1=C(OC2CCN(CC2)C=2N=C3C(=NC2C=2C=NN(C2)C)C=NC(=C3)C3OC3)C=CC(=C1)F 2-(4-(2,4-difluorophenoxy)piperidin-1-yl)-3-(1-methyl-1H-pyrazol-4-yl)-7-(oxiran-2-yl)pyrido[3,4-b]pyrazine